rac-(1r,2s)-2-(3-fluorophenyl)-1-(2-methoxy-5-methylphenyl)-N-(2-methylquinoline-5-sulfonyl)cyclopropane-1-carboxamide FC=1C=C(C=CC1)[C@H]1[C@@](C1)(C(=O)NS(=O)(=O)C=1C=2C=CC(=NC2C=CC1)C)C1=C(C=CC(=C1)C)OC |r|